6-oxo-5-trifluoromethyl-1,6-dihydropyridazine-3-carbaldehyde O=C1C(=CC(=NN1)C=O)C(F)(F)F